C1(CCCCCCC1)C(C(NC1=CC=C2C(=C1)NC(C21CCOCC1)=O)=O)C1OCCC2(C1)C(NC1=CC(=CC=C12)C(=O)N)=O 1-Cyclooctyl-2-oxo-2-[(2-oxospiro[indoline-3,4'-tetrahydropyran]-6-yl)amino]ethyl-2-oxospiro[indoline-3,4'-tetrahydropyran]-6-carboxamide